FC(C1=CC=C(C=C1)CC(=O)O)F 4-(difluoromethyl)-phenylacetic acid